3-methyl-N-(4-methyl-3-nitrophenyl)-4-(trifluoromethyl)picolinamide CC=1C(=NC=CC1C(F)(F)F)C(=O)NC1=CC(=C(C=C1)C)[N+](=O)[O-]